C(C)(C)(C)[S@](=O)N[C@@H](C)C=1N=C(SC1)C(=O)C1=CN(C2=CC(=CC=C12)F)C(=O)OC(C)(C)C tert-butyl 3-(4-((S)-1-(((S)-tert-butylsulfinyl)amino)ethyl)thiazole-2-carbonyl)-6-fluoro-1H-indole-1-carboxylate